CC1=CC(=NC=C1)C1=NC=CC(=C1)CCC(=O)NCCNC(OC(C)(C)C)=O tert-Butyl (2-(3-(4'-methyl-[2,2'-bipyridin]-4-yl)propanamido)ethyl)carbamate